ClC1=C2C(=CC=NC2=CC(=C1)[N+](=O)[O-])N1CCC(CC1)(C)C 5-Chloro-4-(4,4-dimethylpiperidin-1-yl)-7-nitroquinolin